C(C)(C)(C)OC(CN(C(=O)OCOP(=O)(OC(C)(C)C)OC(C)(C)C)COC(C1=CN=C(C=C1)NC)=O)=O ((2-(tert-butoxy)-2-oxoethyl((((di-tert-butoxyphosphoryl)oxy)methoxy)carbonyl)amino)methyl)-6-(methylamino)nicotinate